C(C1=CC=CC=C1)NC1CCNCC1 4-(benzylamino)piperidin